2-((4-Chlorobenzofuran-7-yl)methoxy)-6-(piperidin-4-yl)pyridine hydrochloride Cl.ClC1=CC=C(C2=C1C=CO2)COC2=NC(=CC=C2)C2CCNCC2